N1(CCCCC1)CCOCCO 2-(2-(piperidin-1-yl)ethoxy)ethanol